ClC1=CC=C(C=C1)C=1N(C(N(C1)CC1=NN(C(=N1)[C@H](C)O)C1=C(C=CC=C1)C)=O)C[C@@H](C(F)(F)F)O 4-(4-chlorophenyl)-1-((1-(2-methylphenyl)-5-((S)-1-hydroxyethyl)-1H-1,2,4-triazol-3-yl)methyl)-3-((S)-3,3,3-trifluoro-2-hydroxypropyl)-1,3-dihydro-2H-imidazol-2-one